BrC1=CC2=C(N(C(=N2)CC)CC2=C(OCC3=CC(=C(C=C3)CCC(=O)O)C)C=CC=C2)C=C1 3-(4-((2-((5-Bromo-2-ethyl-1H-benzo[d]imidazol-1-yl)methyl)phenoxy)methyl)-2-methylphenyl)propanoic acid